4-(2-((1-(4-Methoxycyclohexyl)-1H-pyrazol-4-yl)amino)-5-methylpyrimidin-4-yl)benzoic Acid COC1CCC(CC1)N1N=CC(=C1)NC1=NC=C(C(=N1)C1=CC=C(C(=O)O)C=C1)C